CN1C(=NN=C1)C1CCN(CC1)S(=O)(=O)C=1C=C(C=NC1)N 5-((4-(4-methyl-4H-1,2,4-triazol-3-yl)piperidin-1-yl)sulfonyl)pyridin-3-amine